(S)-N-((S)-1-amino-3-phenylpropan-2-yl)-3-(5-(4-chlorophenyl)-4-methylthiazol-2-yl)-2-acrylamidopropionamide NC[C@H](CC1=CC=CC=C1)NC([C@H](CC=1SC(=C(N1)C)C1=CC=C(C=C1)Cl)NC(C=C)=O)=O